C(C)(C1=C(C(=CC(=C1)C)OC)OCC(=O)N)C1=C(C(=CC(=C1)C)OC)OCC(=O)N 2,2'-((ethane-1,1-diylbis(6-methoxy-4-methyl-2,1-phenylene))bis(oxy))diacetic amide